4-[[5-(3,4-difluorophenyl)-6-tetrahydropyran-4-yl-1H-pyrazolo[4,3-g]isoquinolin-8-yl]oxy]-3-fluoro-2-methoxy-benzoic acid FC=1C=C(C=CC1F)C1=C(N=C(C2=CC3=C(C=C12)C=NN3)OC3=C(C(=C(C(=O)O)C=C3)OC)F)C3CCOCC3